BrC=1C(=C(OCCCC2CCN(CC2)CC(=O)OCC)C=CC1)C(F)(F)F ethyl 2-[4-[3-[3-bromo-2-(trifluoromethyl)phenoxy]propyl]-1-piperidyl]acetate